3-((2-fluoro-4-(5-(trifluoromethyl)-1,2,4-oxadiazol-3-yl)benzyl)amino)-4-((4-methoxybenzyl)amino)cyclobut-3-ene-1,2-dione FC1=C(CNC=2C(C(C2NCC2=CC=C(C=C2)OC)=O)=O)C=CC(=C1)C1=NOC(=N1)C(F)(F)F